P(=O)(O[C@@H](C(=O)NC)COC1=C2C(C=C(N(C2=C(C=N1)Cl)C1=C(C=C(C=C1Cl)OCCO)Cl)C)=O)(O)O (R)-3-((8-chloro-1-(2,6-dichloro-4-(2-hydroxyethoxy)phenyl)-2-methyl-4-oxo-1,4-dihydro-1,6-naphthyridin-5-yl)oxy)-1-(methylamino)-1-oxopropan-2-yl dihydrogen phosphate